(3S)-1-[1-(benzenesulfonyl)-1H-indol-5-yl]-N-[(3,5-difluorophenyl)methyl]-3-hydroxy-2-oxopyrrolidine-3-carboxamide C1(=CC=CC=C1)S(=O)(=O)N1C=CC2=CC(=CC=C12)N1C([C@](CC1)(C(=O)NCC1=CC(=CC(=C1)F)F)O)=O